C1(CC1)OC=1C=C(C=C2C=C(N=NC12)C)C(=O)O 8-(Cyclopropyloxy)-3-methylcinnoline-6-carboxylic acid